CN1CCC(=CC1)C1=NC=C(C=N1)B(O)O (2-(1-methyl-1,2,3,6-tetrahydropyridin-4-yl)pyrimidin-5-yl)boronic acid